(2S,5R)-1-tert-butoxy-carbonyl-5-[(7-chloro-quinoline-3-carbonyl)amino]piperidine-2-carboxylic acid C(C)(C)(C)OC(=O)N1[C@@H](CC[C@H](C1)NC(=O)C=1C=NC2=CC(=CC=C2C1)Cl)C(=O)O